2-(4,4-dimethylpiperidin-1-yl)-3,6-dimethyl-8-(prop-1-en-2-yl)quinazolin-4(3H)-one CC1(CCN(CC1)C1=NC2=C(C=C(C=C2C(N1C)=O)C)C(=C)C)C